1-(3-bromo-5-chloro-phenyl)-3-methyl-cyclobutanecarboxylic acid BrC=1C=C(C=C(C1)Cl)C1(CC(C1)C)C(=O)O